(1R,3S,5R)-2-(2-(4-amino-6-chloro-9H-pyrimido[4,5-b]indol-9-yl)acetyl)-N-(6-bromopyridin-2-yl)-5-methyl-2-azabicyclo[3.1.0]hexane-3-carboxamide NC1=NC=NC=2N(C3=CC=C(C=C3C21)Cl)CC(=O)N2[C@@H]1C[C@@]1(C[C@H]2C(=O)NC2=NC(=CC=C2)Br)C